C1OCC12CN(C2)[C@H](C)C2=CC(=C(C=C2)C=2C=NC(=C(C(=O)NC1CCC(CC1)O)C2)N)Cl 5-(4-((R)-1-(2-oxa-6-azaspiro[3.3]hept-6-yl)ethyl)-2-chlorophenyl)-2-amino-N-((1R,4R)-4-hydroxycyclohexyl)nicotinamide